FC(CO)(CNC(CC1=CNC2=CC3=C(C=C12)CCC3)C)F 2,2-difluoro-3-((1-(1,5,6,7-tetrahydrocyclopenta[f]indol-3-yl)propan-2-yl)amino)propan-1-ol